5-{2-Chloro-3-[(4S)-2-imino-4-methyl-6-oxo-1-(tetrahydropyran-4-yl)hexahydropyrimidin-4-yl]anilino}pyridine-2-carbonitrile ClC1=C(NC=2C=CC(=NC2)C#N)C=CC=C1[C@]1(NC(N(C(C1)=O)C1CCOCC1)=N)C